methyl 3-(9-((4-(aminomethyl)-2,6-dimethylphenyl)carbamoyl)-4,5-dihydrobenzo[b]thieno[2,3-d]oxepin-8-yl)-6-((2,5-dichlorobenzyl)carbamoyl)picolinate NCC1=CC(=C(C(=C1)C)NC(=O)C1=CC2=C(OCCC3=C2SC=C3)C=C1C=1C(=NC(=CC1)C(NCC1=C(C=CC(=C1)Cl)Cl)=O)C(=O)OC)C